bromo-2-chloropyrimidin-4-amine BrC=1C(=NC(=NC1)Cl)N